C1(CCCCC1)NC(COC1=CC(=CC=C1)C=O)=O N-CYCLOHEXYL-2-(3-FORMYLPHENOXY)ACETAMIDE